C1(CCCCC1)C1C2C=CC(C1)C2 5-cyclohexylbicyclo[2.2.1]hept-2-ene